C=1N=CN2C1C1=CC=CC=C1[C@H]2[C@@H]2[C@H](CCN(CC2)S(=O)(=O)C)O (4S,5R)-5-((R)-5H-Imidazo[5,1-a]isoindol-5-yl)-1-(methylsulfonyl)azepan-4-ol